(3-(indolin-1-ylsulfonyl)phenyl)(8-methyl-3,4-dihydroquinolin-1(2H)-yl)methanone N1(CCC2=CC=CC=C12)S(=O)(=O)C=1C=C(C=CC1)C(=O)N1CCCC2=CC=CC(=C12)C